C(CCC)[Sn](C=1C=NC(=CC1)C=1N=CN(C1)C)(CCCC)CCCC tributyl-[6-(1-methylimidazol-4-yl)-3-pyridinyl]stannane